NC1=NC=C(C2=CC=C(C=C12)C=1C=NC=CC1C)C=1SC(=C(N1)COC(NC)=O)C1CCOCC1 ((2-(1-amino-7-(4-methylpyridin-3-yl)isoquinolin-4-yl)-5-(tetrahydro-2H-Pyran-4-yl)thiazol-4-yl)methyl)(methyl)carbamate